(E)-6-(2-(4-chlorophenyl)prop-1-en-1-yl)quinoline-4-carboxylic acid ClC1=CC=C(C=C1)/C(=C/C=1C=C2C(=CC=NC2=CC1)C(=O)O)/C